2-(1-(3-bromophenyl)-3-methylcyclobutyl)acetonitrile BrC=1C=C(C=CC1)C1(CC(C1)C)CC#N